6-(2,6-Difluorobenzyl)-3-(tetrahydro-2H-pyran-4-yl)-3H-pyrazolo[4,3-d][1,2,3]triazin-4(6H)-one FC1=C(CN2N=C3C(N=NN(C3=O)C3CCOCC3)=C2)C(=CC=C1)F